5-((4-(1H-imidazol-2-yl)benzyl)oxy)-3-chloropyridazine N1C(=NC=C1)C1=CC=C(COC=2C=C(N=NC2)Cl)C=C1